1-(3,4,5-trifluorophenyl)-1H-imidazole-4-carboxamide FC=1C=C(C=C(C1F)F)N1C=NC(=C1)C(=O)N